C1(=CC=CC=C1)N1C2=CC=CC=C2C=2C=C(C=CC12)C1=CC=C(C=C1)C1=C(C=CC=C1)C1=CC=CC=C1 4-(9-phenyl-9H-carbazol-3-yl)phenyl-[1,1'-biphenyl]